N1(CCOCC1)NC(=O)C1=NN(C(=C1CO)C1=CC=C(C=C1)C#CCCO)C1=C(C=C(C=C1)Cl)Cl 1-(2,4-Dichloro-phenyl)-5-[4-(4-hydroxy-but-1-ynyl)-phenyl]-4-hydroxymethyl-1H-pyrazole-3-carboxylic acid morpholin-4-ylamide